ClC=1C=CC=2N=CN=C(C2N1)NC1=CC(=C(C=C1)OC1=CC2=C(N(C=N2)C)C=C1)C 6-chloro-N-{3-methyl-4-[(1-methyl-1,3-benzodiazol-5-yl)oxy]phenyl}pyrido[3,2-d]pyrimidin-4-amine